3-(2-((2R,4S)-2-(1-cyclopropyl-1H-pyrazol-4-yl)tetrahydro-2H-pyran-4-yl)-6,7-dimethylpteridin-4-yl)bicyclo[1.1.1]pentane-1-carboxamide C1(CC1)N1N=CC(=C1)[C@@H]1OCC[C@@H](C1)C1=NC2=NC(=C(N=C2C(=N1)C12CC(C1)(C2)C(=O)N)C)C